OCCOC=1C=C(CN2C(C(=CC(=C2)C(=O)N)C(=O)N(C)[C@@H]2[C@H](C2)CO)=O)C=CC1 1-(3-(2-hydroxyethoxy)benzyl)-N-((1S,2S)-2-(hydroxymethyl)cyclopropyl)3-N-methyl-2-oxo-1,2-dihydropyridine-3,5-dicarboxamide